(S)-3-methyl-5-(6-(3-methylmorpholino)-1-propyl-1H-benzo[d]imidazol-2-yl)benzo[d]isoxazole CC1=NOC2=C1C=C(C=C2)C2=NC1=C(N2CCC)C=C(C=C1)N1[C@H](COCC1)C